3-amino-N-[3-fluoro-2-(piperazin-1-yl)-5,6,7,8-tetrahydroquinolin-6-yl]-4,6-dimethylthieno[2,3-b]pyridine-2-carboxamide NC1=C(SC2=NC(=CC(=C21)C)C)C(=O)NC2CC=1C=C(C(=NC1CC2)N2CCNCC2)F